C[C@@H]1O[C@@H](CN(C1)C1=NC2=C(N1C(=O)NCCCC1=CC=CC=C1)C=CC=C2)C ((2S,6R)-2,6-Dimethylmorpholino)-N-(3-phenylpropyl)-1H-benzo[d]imidazole-1-carboxamide